7-fluoro-2,2-dimethyl-3-oxo-3,4-dihydro-2H-benzo[b][1,4]oxazine FC=1C=CC2=C(OC(C(N2)=O)(C)C)C1